N1(CCCCCC1)C1=C(C=NC2=CC=C(C=C12)F)C(=O)N1CCN(CC1)C(=O)C1CC1 (4-(azepan-1-yl)-6-fluoroquinolin-3-yl)(4-(cyclopropanecarbonyl)piperazin-1-yl)methanone